S-[2-[5-(2-chloro-3-fluoro-phenyl)-3-[2-[4-(7-methoxy-2-oxo-4,5-dihydro-1H-1,3-Benzodiazepin-3-yl)-1-piperidyl]-2-oxo-ethyl]-2,6-dioxo-pyrimidin-1-yl]ethyl]ethanethioate ClC1=C(C=CC=C1F)C1=CN(C(N(C1=O)CCS=C(C)[O-])=O)CC(=O)N1CCC(CC1)N1C(NC2=C(CC1)C=C(C=C2)OC)=O